OC1=NOC=2CN(CCC21)C(=O)OC2=CC=C(C=C2)Cl 4-chlorophenyl 3-hydroxy-4,5,6,7-tetrahydroisoxazolo[5,4-c]pyridine-6-carboxylate